N[C@@H](C)C1=C(C=CC=C1)NC(C)=O (S)-N-(2-(1-aminoethyl)phenyl)acetamide